1-(2,3,6-trifluorophenyl)methylamine FC1=C(C(=CC=C1F)F)CN